1-(tert-butyl) 2-(4-(methoxycarbonyl)phenyl) (S)-pyrrolidine-1,2-dicarboxylate N1([C@@H](CCC1)C(=O)OC1=CC=C(C=C1)C(=O)OC)C(=O)OC(C)(C)C